CN(C1CCN(CC1)C([C@H](C[Se]C)NC=1C2=C(N=CN1)C=CC(=N2)C=2C=NC(=C(C#N)C2)OC)=O)C (R)-5-(4-((1-(4-(dimethylamino)-1-piperidinyl)-3-(methylselenyl)-1-oxo-2-propyl)amino)-6-pyrido[3,2-d]pyrimidinyl)-2-methoxynicotinonitrile